FC=1C(=C(C#N)C=CC1N1CCC(CC1)C1=CC=C(C=C1)OCCCC=O)C(F)(F)F 3-Fluoro-4-(4-(4-(4-oxobutoxy)phenyl)piperidin-1-yl)-2-(trifluoromethyl)benzonitrile